CC1=CC=CC=2N(C(N(C21)C2=NC=C(C=C2)C2=C1C(=CN=C2)NN=C1)=O)CC(=O)N[C@H](C(F)(F)F)C 2-[4-methyl-2-oxo-3-[5-(1H-pyrazolo[3,4-c]pyridin-4-yl)-2-pyridyl]benzimidazol-1-yl]-N-[(1S)-2,2,2-trifluoro-1-methyl-ethyl]acetamide